3-(2-(tert-butylamino)-2-oxoacetyl)-N-(3-cyano-4-fluorophenyl)-2-methyl-5,6,7,8-tetrahydroindolizine-1-carboxamide C(C)(C)(C)NC(C(=O)C1=C(C(=C2CCCCN12)C(=O)NC1=CC(=C(C=C1)F)C#N)C)=O